1-azido-fructose N(=[N+]=[N-])C(O)C(=O)[C@@H](O)[C@H](O)[C@H](O)CO